N-[[2-chloro-5-(trifluoromethyl)phenyl]methyl]azetidin-3-amine ClC1=C(C=C(C=C1)C(F)(F)F)CNC1CNC1